C12CN(CC2C1)C=1C=CC(=NC1)C=O 5-{3-azabicyclo[3.1.0]hexan-3-yl}pyridine-2-carbaldehyde